1,4-diphenyl-2-(trifluoromethyl)-3H-cyclopenta[c]quinolin-3-one C1(=CC=CC=C1)C1=C(C(C=2C(=NC=3C=CC=CC3C21)C2=CC=CC=C2)=O)C(F)(F)F